O=S1([C@H](CCC1)C1=CC=C(C=C1)NC(=O)NCC1=CC=C(C=C1)Cl)=O {[4-((2R)-1,1-dioxothiolan-2-yl)phenyl]amino}-N-[(4-chlorophenyl)methyl]carboxamide